P(=O)(O)(O)OC(C(=O)O)C(=O)O 2-(phosphonooxy)malonic acid